(R)-1-(1-acryloylpyrrolidin-3-yl)-3-(4-(3-cyclopropylphenoxy)phenyl)-1H-imidazo[4,5-c]pyridin-2(3H)-one C(C=C)(=O)N1C[C@@H](CC1)N1C(N(C=2C=NC=CC21)C2=CC=C(C=C2)OC2=CC(=CC=C2)C2CC2)=O